C(C)N1C2=CC=CC=C2C=2C=C(C=CC12)C=1C=C(C=CC1)CC#N (E)-3-(9-ethyl-9H-carbazol-3-yl)-2-phenylacetonitrile